N2-(7-ethyl-1-hydroxy-3H-2,1-benzoxaborol-5-yl)-N4-(1-ethylpropyl)-5-methyl-pyrimidine-2,4-diamine C(C)C1=CC(=CC=2COB(C21)O)NC2=NC=C(C(=N2)NC(CC)CC)C